CC1(OB(OC1(C)C)C1=C(C2=C(OCO2)C=C1)N)C 5-(4,4,5,5-tetramethyl-1,3,2-dioxaborolan-2-yl)benzo[d][1,3]dioxol-4-amine